O=C1NC2=CC=CC=C2CC1CC(=O)N (2-oxo-1,2,3,4-tetrahydroquinolin-3-yl)acetamide